2-(4-cyclopropyl-6-methoxypyrimidin-5-yl)-4-((4-(4-(trifluoromethyl)-1-((2-(trimethylsilyl)ethoxy)methyl)-1H-imidazol-2-yl)benzyl)oxy)pyrido[2,3-d]pyrimidine C1(CC1)C1=NC=NC(=C1C=1N=C(C2=C(N1)N=CC=C2)OCC2=CC=C(C=C2)C=2N(C=C(N2)C(F)(F)F)COCC[Si](C)(C)C)OC